(cyclopropylamino)-4-(2-fluoro-3-hydroxyphenyl)-6-(trifluoromethyl)-3H-pyrido[1,2-C]pyrimidin-3-one C1(CC1)NC1=NC(C(=C2N1C=CC(=C2)C(F)(F)F)C2=C(C(=CC=C2)O)F)=O